OC1=C(C(=CC(=C1)C(F)(F)F)C)C1=NC=2C(=NC=C(N2)N2CCC(CC2)=O)N1C 1-[2-[2-hydroxy-6-methyl-4-(trifluoromethyl)phenyl]-1-methyl-imidazo[4,5-b]pyrazin-5-yl]piperidin-4-one